C(C)(C)(C)OC(=O)N1CCC(CCC1)(O)C1=CC=C(C=C1)Br 4-(4-bromophenyl)-4-hydroxyazepan-1-carboxylic acid tert-butyl ester